CN(C=1C(C(=O)O)=CC=CC1)C.CNC=1C(C(=O)OC)=CC=CC1 methyl N-methylanthranilate (dimethyl anthranilate)